C1([C@@H](O)[C@@H](O)[C@H](O)[C@H](O1)CO)C([C@H](O)[C@H](O)[C@H](O)CO)O mannosylribitol